1-(4-phenyl-thiophenyl)-butane-1,2-dione 2-oxime C1(=CC=CC=C1)C=1C=C(SC1)C(C(CC)=NO)=O